1,4-bis(4-(9H-carbazol-9-yl)styryl)benzene C1=CC=CC=2C3=CC=CC=C3N(C12)C1=CC=C(C=CC2=CC=C(C=C2)C=CC2=CC=C(C=C2)N2C3=CC=CC=C3C=3C=CC=CC23)C=C1